CC1=C(C(=S)N)C=CC(=C1)C1=NOC(=N1)C(F)(F)F methyl-4-[5-(trifluoromethyl)-1,2,4-oxadiazol-3-yl]thiobenzamide